C(CCCC)C1=CC=C(C=C1)S(=O)(=O)[O-] p-amylbenzenesulfonate